C(C)(C)(C)OOC(CCCCCCC)(CCC(CCCCCCC)(C)OOC(C)(C)C)C 8,11-bis(tertiary butyl-peroxy)-8,11-dimethyloctadecane